6-chloro-5-fluoro-3-methyl-1H-indole ClC1=C(C=C2C(=CNC2=C1)C)F